(R)-1-(4-(4-((1-(3-(difluoromethyl)-2-fluorophenyl)ethyl)amino)-2-methyl-[1,2,4]triazolo[4',3':1,6]pyrido[2,3-d]pyrimidin-6-yl)-4-methylpiperidin-1-yl)ethan-1-one FC(C=1C(=C(C=CC1)[C@@H](C)NC=1C2=C(N=C(N1)C)N1C(C(=C2)C2(CCN(CC2)C(C)=O)C)=NN=C1)F)F